CSC1=NC=C(C=N1)C(C)N1N=CC(=C1)N (1-(2-(methylthio)pyrimidin-5-yl)ethyl)-1H-pyrazol-4-amine